O1N=CCC1C(=O)O 4,5-dihydroisoxazole-5-carboxylic acid